chloro(4-methoxyphenyl)methyl palmitate C(CCCCCCCCCCCCCCC)(=O)OC(C1=CC=C(C=C1)OC)Cl